((2R,6S)-2,6-Dimethylmorpholino)(4-(2,4,5-trifluoro-3-hydroxyphenyl)furan-2-yl)methanone C[C@H]1O[C@H](CN(C1)C(=O)C=1OC=C(C1)C1=C(C(=C(C(=C1)F)F)O)F)C